((2-(trimethyl-silyl)ethoxy(methyl)-1H-imidazol-4-yl)methyl)pyridine C[Si](CCOC=1N(C=C(N1)CC1=NC=CC=C1)C)(C)C